Benzyl N2-(((9H-fluoren-9-yl)methoxy)carbonyl)-N4-octyl-D-asparaginate C1=CC=CC=2C3=CC=CC=C3C(C12)COC(=O)N[C@H](CC(NCCCCCCCC)=O)C(=O)OCC1=CC=CC=C1